OC(C)[NH-] alpha-hydroxyethylamide